N-[4-(2,4-difluorophenoxy)-3-(5-ethynyl-1-methyl-6-oxopyridin-3-yl)phenyl]ethanesulfonamide FC1=C(OC2=C(C=C(C=C2)NS(=O)(=O)CC)C2=CN(C(C(=C2)C#C)=O)C)C=CC(=C1)F